C(C)(=O)O\C(\C)=C\1/COC2(C1CC(C=C2)=O)C2=CC=CC=C2 (Z)-1-(5-Oxo-7a-phenyl-3a,4,5,7a-tetrahydrobenzofuran-3(2H)-ylidene)ethyl acetate